N-[3-[2-[(1,5-dimethylpyrazol-3-yl)amino]pyrimidin-4-yl]-1-methyl-indol-6-yl]prop-2-enamide CN1N=C(C=C1C)NC1=NC=CC(=N1)C1=CN(C2=CC(=CC=C12)NC(C=C)=O)C